N1C(=CC=C1)C(=O)Cl Pyrrole-2(1H)-carbonyl chloride